C(C)(C)(C)OC(=O)N([C@H](CS)C(=O)O)CC1=CC=CC=2C3=CC=CC=C3CC12 N-t-butoxycarbonyl-(s)-fluorenylmethyl-L-cysteine